3-benzyloxy-4-methoxy-benzyl chloride triphenylphosphonium salt C1(=CC=CC=C1)[PH+](C1=CC=CC=C1)C1=CC=CC=C1.C(C1=CC=CC=C1)OC=1C=C(CCl)C=CC1OC